FC(C1=CC=C(C=C1)C1=NC2=CC=CC=C2C=N1)(F)F 4-trifluoromethyl-phenyl-quinazoline